C(#N)C1=CC=C(C=C1)C(/C=C/C1=CC=C(C(=O)O)C=C1)=O 4-[(E)-3-(4-Cyanophenyl)-3-oxoprop-1-enyl]benzoic acid